Cl.C(C1=CC=CC=C1)OC1=C(C=C(CNCCO)C=C1)OCCC1=CC=CC=C1 2-(4-(benzyloxy)-3-phenethoxybenzylamino)ethanol hydrochloride